NC1=CC=C(CNC2=NC=3C4=C(CCC3C=N2)C=C(C=C4)OC)C=C1 N-(4-aminobenzyl)-8-methoxy-5,6-dihydrobenzo[h]quinazolin-2-amine